2-(((1r,4r)-4-(dibenzylamino)cyclohexyl)oxy)ethan-1-ol C(C1=CC=CC=C1)N(C1CCC(CC1)OCCO)CC1=CC=CC=C1